C(C)(C)(C)N(C(O)=O)CCOC1=CC=NC2=CC(=CC=C12)C(F)(F)F.FC(C(=O)O)(F)F.FC(C1=CC=C2C(=CC=NC2=C1)OCCN)(F)F 2-((7-(trifluoromethyl)quinolin-4-yl)oxy)ethylamine trifluoroacetate tert-butyl-(2-((7-(trifluoromethyl)quinolin-4-yl)oxy)ethyl)carbamate